FC(=C1C=C(C1=C(F)F)F)F 3,4-bis(difluoromethylene)-1-fluorocyclobut-1-ene